C(C1=CC=2OCOC2C=C1)OCC1=CC=2OCOC2C=C1 piperonyl (piperonyl) ether